tert-butyl N-[2-(1,3-dioxolan-2-yl)-3-[(4-methoxyphenyl)methoxy]phenyl]carbamate O1C(OCC1)C1=C(C=CC=C1OCC1=CC=C(C=C1)OC)NC(OC(C)(C)C)=O